1,3-dicyanooxybenzene C(#N)OC1=CC(=CC=C1)OC#N